FC(C1=CC=CC(=N1)C=1OC2=C(C=C(C=C2C(C1C)=O)C)[C@@H](C)O)F 2-[6-(difluoromethyl)-2-pyridinyl]-8-[(1R)-1-hydroxyethyl]-3,6-dimethyl-chromen-4-one